1-ethyl-3-methylimidazole chloronium salt [ClH2+].C(C)N1CN(C=C1)C